FC=1C=C(C=CC1OC(F)(F)F)[C@H](C(=O)N1CCN(CC1)C=1C2=C(N=CN1)[C@H](C[C@H]2C)O)CNC2CCOCC2 (S)-2-(3-fluoro-4-(trifluoromethoxy)phenyl)-1-(4-((5R,7S)-7-hydroxy-5-methyl-6,7-dihydro-5H-cyclopenta[d]pyrimidin-4-yl)piperazin-1-yl)-3-(tetrahydro-2H-pyran-4-ylamino)propan-1-one